2-morpholino-propan-1-on O1CCN(CC1)C(C=O)C